3-(((benzyloxy)carbonyl)amino)-2,2-dimethylpropanoic acid C(C1=CC=CC=C1)OC(=O)NCC(C(=O)O)(C)C